C(C)(=O)NC1=NC=C(C(=C1)NC(OC(C)(C)C)=O)C(C)C tert-butyl (2-acetamido-5-isopropylpyridin-4-yl)carbamate